[C@H]12CNC[C@@H]2CC1 (1S,5R)-3-azabicyclo[3.2.0]heptan